(4-((4-methylpiperazin-1-yl)methyl)-3-(trifluoromethyl)phenyl)carbamic acid CN1CCN(CC1)CC1=C(C=C(C=C1)NC(O)=O)C(F)(F)F